ClCC1=CC=C(CP(C2=CC=CC=C2)(C2=CC=CC=C2)(C2=CC=CC=C2)Cl)C=C1 4-chloromethylbenzyl-triphenyl-phosphorus chloride